C(C)(C)(C)OC(=O)N(C1=CC(=NC=2N1N=CC2C2CCC2)N[C@H]2CN(CC[C@@H]2O)C(=O)OC(C)(C)C)C2=CC(=CC=C2)F (3S,4S)-tert-Butyl 3-((7-((tert-butoxycarbonyl)(3-fluorophenyl)amino)-3-cyclobutylpyrazolo[1,5-a]pyrimidin-5-yl)amino)-4-hydroxypiperidine-1-carboxylate